N1C=C(C2=CC=CC=C12)C1=NC(=NC=C1)NC1=C(C=C(C(=C1)[N+](=O)[O-])N(C)CCN(CC)CC)OC N1-(4-(1H-indol-3-yl)pyrimidin-2-yl)-N4-(2-(diethylamino)ethyl)-2-methoxy-N4-methyl-5-nitrobenzene-1,4-diamine